FC(CN1N=CC=2C1=CN=C(C2)C(C)NC(C)=O)(F)F N-(1-(1-(2,2,2-trifluoroethyl)-1H-pyrazolo[3,4-c]pyridin-5-yl)ethyl)acetamide